C(C)(C)(C)OC(=O)N1C[C@H](N(CC1)C1=CC(=CC=C1)C(F)(F)F)C.C(#N)C(CNC=1C(=CC=C2C=CC(=CC12)C1=CC=CC(=N1)C(=O)NC1CCC2(OCCO2)CC1)OC)=C 6-[8-(2-cyanoallylamino)-7-methoxy-2-naphthyl]-N-(1,4-dioxaspiro[4.5]decan-8-yl)pyridine-2-carboxamide tert-Butyl-(R)-3-methyl-4-(3-(trifluoromethyl)phenyl)piperazine-1-carboxylate